thiooxindole N1C(CC2=CC=CC=C12)=S